C(C)(C)(C)OC(=O)N[C@H](CCCOC1=NC=CC(=C1)N(C(OC(C)(C)C)=O)C1=CC(=NN1C(C)(C)C)[C@@H]1C[C@@H](CC1)O)C tert-butyl (2-(((S)-4-((tert-butoxycarbonyl)amino)pentyl)oxy)pyridin-4-yl)(1-(tert-butyl)-3-((1S,3R)-3-hydroxycyclopentyl)-1H-pyrazol-5-yl)carbamate